(9S)-7-(4-chlorophenyl)-4,5,9,13-tetramethyl-3-thia-1,8,11,12-tetrazatricyclo[8.3.0.02,6]trideca-2(6),4,7,10,12-pentaene ClC1=CC=C(C=C1)C=1C=2C(=C(SC2N2C(=NN=C2[C@@H](N1)C)C)C)C